C(C)(C)(C)OC(=O)N[C@@H](COC1=CC=C(C=C1)C=1C=C2C(=CC=NC2=CC1)C(=O)OC)CC=1C=C2C=CN=CC2=CC1 (R)-methyl 6-(4-(2-((tert-butoxycarbonyl)amino)-3-(isoquinolin-6-yl)propoxy)phenyl)quinoline-4-carboxylate